[Na].NC=1C(=CC(=CC1)S(=O)(=O)O)S(=O)(=O)O aniline-2,4-disulfonic acid monosodium